N,N'-bis(3-methylenepent-4-enyl)dihydrophenazine C=C(CCN1C=2C=CCCC2N(C2=CC=CC=C12)CCC(C=C)=C)C=C